tris(N-ethyl-N-methylpiperidinium) thiophosphate bis(trifluoromethylsulfonyl)imide [N-](S(=O)(=O)C(F)(F)F)S(=O)(=O)C(F)(F)F.P(=S)([O-])([O-])O.C(C)[N+]1(CCCCC1)C.C(C)[N+]1(CCCCC1)C.C(C)[N+]1(CCCCC1)C